tert-butyl {(2R)-1-[({[(2S,5R)-6-hydroxy-7-oxo-1,6-diazabicyclo[3.2.1]oct-2-yl]carbonyl}amino)oxy]propan-2-yl}carbamate ON1[C@@H]2CC[C@H](N(C1=O)C2)C(=O)NOC[C@@H](C)NC(OC(C)(C)C)=O